C1(CC1)C(=O)N1C2CN(C(C1)C2)C2=NC=C(C=C2)C2=NOC(=N2)C(F)(F)F cyclopropyl(5-(5-(5-(trifluoromethyl)-1,2,4-oxadiazol-3-yl)pyridin-2-yl)-2,5-diazabicyclo[2.2.1]heptan-2-yl)methanone